P(=O)(=O)N phosphoamine